Di(phenylnonyl) carbonate C(OCCCCCCCCCC1=CC=CC=C1)(OCCCCCCCCCC1=CC=CC=C1)=O